IC=1C=C(C=CC1I)C#C 3,4-diiodophenylacetylene